6-hydroxybenzofuran 2-formyl-1,4-phenylenebis[4-(6-acryloxyhexyloxy)benzoate] C(=O)C1=C(C=CC(=C1)C1=C(C(=O)O)C=CC(=C1)OCCCCCCOC(C=C)=O)C1=C(C(=O)O)C=CC(=C1)OCCCCCCOC(C=C)=O.OC1=CC2=C(C=CO2)C=C1